[4-Bromo-1-(2,2-difluoroethyl)pyrazol-3-yl]methanol BrC=1C(=NN(C1)CC(F)F)CO